S1C(=NC=C1)C12CCC(CC2C1)=O 6-(thiazol-2-yl)bicyclo[4.1.0]heptan-3-one